C1(CC1)C(C1=C(C=CC(=C1)OCC1=CC(=CC=C1)F)NC(OC(C)(C)C)=O)O tert-butyl (2-(cyclopropyl(hydroxy)methyl)-4-((3-fluorobenzyl)oxy)phenyl)carbamate